(2-(pyrrolidin-1-yl)ethoxy)-2,2',3,3',5,6-hexahydrospiro[pyran-4,4'-pyrido[2,3-b][1,4,5]oxathiazepine] 1',1'-dioxide N1(CCCC1)CCON1S(C2=C(OC3(C1)CCOCC3)N=CC=C2)(=O)=O